ClC=1C(=C(C(=CC1)N1N=NN=C1)/C=C/C(=O)N1C(C2=CC=CC(=C2CC1)N1C(CN(CC1)C)=O)C(=O)N(C)C1=CC=C(C(=O)O)C=C1)F (E)-4-(2-(3-(3-chloro-2-fluoro-6-(1H-tetrazol-1-yl)phenyl)acryloyl)-N-methyl-5-(4-methyl-2-oxopiperazin-1-yl)-1,2,3,4-tetrahydroisoquinoline-1-carboxamido)benzoic acid